FC(OC1=CC=C(C=C1)C=1C=NN(C1)C12CC(C1)(C2)C(=O)OC)(F)F methyl 3-(4-(4-(trifluoromethoxy)phenyl)-1H-pyrazol-1-yl)bicyclo[1.1.1]pentane-1-carboxylate